8-Isopropyl-2-(6-(4-methoxypyridin-3-yl)-4-methyl-1H-pyrazolo[4,3-c]pyridin-1-yl)-4-((2R,3S)-2-methyl-3-((methylsulfonyl)methyl)azetidin-1-yl)quinoline C(C)(C)C=1C=CC=C2C(=CC(=NC12)N1N=CC=2C(=NC(=CC21)C=2C=NC=CC2OC)C)N2[C@@H]([C@H](C2)CS(=O)(=O)C)C